C(C)[C@@H]1N(C[C@H](N(C1)C(C)C1=CC=C2C(=N1)SC=N2)CC)C=2C=1C(N(C(N2)=O)C)=CN(N1)C1OCCCC1 7-((2S,5R)-2,5-diethyl-4-(1-(thiazolo[5,4-b]pyridin-5-yl)ethyl)piperazin-1-yl)-4-methyl-2-(tetrahydro-2H-pyran-2-yl)-2,4-dihydro-5H-pyrazolo[4,3-d]pyrimidin-5-one